4-({2-[(aminosulfonyl)amino]ethyl}amino)-N-(3-bromo-4-fluorophenyl)-N'-hydroxy-1,2,5-oxadiazole-3-carboximidamide NS(=O)(=O)NCCNC=1C(=NON1)C(NC1=CC(=C(C=C1)F)Br)=NO